5'-methyl-N-(1-(2-morpholinoethyl)-3-(pyridin-2-yl)-1H-pyrazol-4-yl)-[2,3'-bipyridine]-6-carboxamide CC=1C=C(C=NC1)C1=NC(=CC=C1)C(=O)NC=1C(=NN(C1)CCN1CCOCC1)C1=NC=CC=C1